NCC1CN(CC1)C1=NC(=NC=C1CNC(OCC)=O)C1=C(C=C(C=C1)C(F)(F)F)F ethyl N-[[4-[3-(aminomethyl)pyrrolidin-1-yl]-2-[2-fluoro-4-(trifluoromethyl) phenyl]pyrimidin-5-yl]methyl]carbamate